(2S)-2-amino-4-[{(1R)-1-[1-benzyl-4-(2,5-difluorophenyl)-1H-pyrrol-2-yl]-2,2-dimethylpropyl}(glycoloyl)amino]-N-[2-(2,5-dioxo-2,5-dihydro-1H-pyrrol-1-yl)ethyl]butanamid N[C@H](C(=O)NCCN1C(C=CC1=O)=O)CCN(C(CO)=O)[C@H](C(C)(C)C)C=1N(C=C(C1)C1=C(C=CC(=C1)F)F)CC1=CC=CC=C1